1,4-bis(vinyl-dimethylsilyl)benzene C(=C)[Si](C1=CC=C(C=C1)[Si](C)(C)C=C)(C)C